tert-butyl 4,4-difluoro-1-hydroxycyclohexane-1-carboxylate FC1(CCC(CC1)(C(=O)OC(C)(C)C)O)F